N-(((4-bromo-2,5-dimethoxyphenethyl)azanediyl)-bis(methylene))diacetamide BrC1=CC(=C(CCN(CCC(=O)N)CCC(=O)N)C=C1OC)OC